FC(C1=C(C=CC(=C1)C(F)(F)F)[C@H](C)N1N=CC(=C1)NC(=O)C=1OC(=NN1)C1=NC=CC=C1)(F)F (S)-N-(1-(1-(2,4-bis(trifluoromethyl)phenyl)ethyl)-1H-pyrazol-4-yl)-5-(pyridin-2-yl)-1,3,4-oxadiazole-2-carboxamide